C[NH+]1C[C@H]2[C@H](C1)C3=C(C=CC(=C3)Cl)OC4=CC=CC=C24 The molecule is an organic cation that is the conjugate acid of (S,S)-asenapine, obtained by protonation of the tertiary amino group. It is an ammonium ion derivative and an organic cation. It is a conjugate acid of a (S,S)-asenapine. It is an enantiomer of a (R,R)-asenapine(1+).